tert-butyl (3R,4S)-3-[[2-[5-[[(1-tert-butylpyrrole-3-carbonyl) amino]methyl]-1,2,4-oxadiazol-3-yl]-1-(2,2,2-trifluoroethyl)indol-4-yl]amino]-4-fluoro-piperidine-1-carboxylate C(C)(C)(C)N1C=C(C=C1)C(=O)NCC1=NC(=NO1)C=1N(C2=CC=CC(=C2C1)N[C@@H]1CN(CC[C@@H]1F)C(=O)OC(C)(C)C)CC(F)(F)F